methoxy-hydroxy-benzoic acid COC=1C(=C(C(=O)O)C=CC1)O